1-(4-(3,8-diazabicyclo[3.2.1]octan-3-yl)-6,8-difluoro-2-(((2R,7aS)-2-fluorotetrahydro-1H-pyrrolizin-7a(5H)-yl)methoxy)-5-methoxyquinazolin-7-yl)-8-ethynyl-7-fluoroisoquinolin-3-amine C12CN(CC(CC1)N2)C2=NC(=NC1=C(C(=C(C(=C21)OC)F)C2=NC(=CC1=CC=C(C(=C21)C#C)F)N)F)OC[C@]21CCCN1C[C@@H](C2)F